C=1N=NN2CNC=3C=CC=CC3C21 6H-triazolo[1,5-c]quinazoline